N-(5-(4-(cyclopropanecarboxamido)phenyl)thiazolo[5,4-b]pyridin-2-yl)-5-(2-methoxyphenyl)pyridazine-4-carboxamide C1(CC1)C(=O)NC1=CC=C(C=C1)C1=CC=C2C(=N1)SC(=N2)NC(=O)C2=CN=NC=C2C2=C(C=CC=C2)OC